FC(C1=CC=C(C=C1)C=1C=C(C=C2CCN(CC12)C(=O)OC(C)(C)C)C(=O)OC)(F)F 2-(tert-butyl) 6-methyl 8-(4-(trifluoromethyl) phenyl)-3,4-dihydroisoquinoline-2,6(1H)-dicarboxylate